(R,3R)-N-cyano-N'-((1,2,3,5,6,7-hexahydro-s-indacen-4-yl)carbamoyl)-3-methyl-2,3-dihydropyrazolo[5,1-b]oxazole-7-sulfonimidamide C(#N)N[S@](=O)(=NC(NC1=C2CCCC2=CC=2CCCC12)=O)C=1C=NN2C1OC[C@H]2C